2-[ethyl(methyl)amino]ethan-1-one C(C)N(CC=O)C